5-(4-chlorophenyl)morpholine-3-thione ClC1=CC=C(C=C1)C1COCC(N1)=S